(S)-Benzyl 4-methyl-2-(3-phenylureido)pentanoate CC(C[C@@H](C(=O)OCC1=CC=CC=C1)NC(=O)NC1=CC=CC=C1)C